O1CCC(CC1)COCC1=CC=C(C=C1)CC(=O)O [4-(tetrahydropyran-4-ylmethoxymethyl)phenyl]acetic acid